BrC1=CC=C2C(=N1)C(CN2C2=NC(=NC=C2C(=O)OCC)SC)(C)C ethyl 4-(5-bromo-3,3-dimethyl-2,3-dihydro-1H-pyrrolo[3,2-b]pyridin-1-yl)-2-(methylthio)pyrimidine-5-carboxylate